3-[[4-(2,6-Dimethylphenyl)-6-[(2R)-2-[(4,4-dimethyltetrahydropyran-2-yl)methylamino]-4,4-dimethyl-pentoxy]pyrimidin-2-yl]sulfamoyl]benzoic acid CC1=C(C(=CC=C1)C)C1=NC(=NC(=C1)OC[C@@H](CC(C)(C)C)NCC1OCCC(C1)(C)C)NS(=O)(=O)C=1C=C(C(=O)O)C=CC1